2-chloro-N-(quinolin-3-yl)acetamide ClCC(=O)NC=1C=NC2=CC=CC=C2C1